phenylene-bis(xylylenecarbodiimide) C1(=C(C=CC=C1)CC=1C(=CC=CC1)CN=C=N)CC=1C(=CC=CC1)CN=C=N